BrC=1C(=C(C=CC1)CO)N(CC#C)C (3-bromo-2-[methyl(prop-2-yn-1-yl)amino]phenyl)methanol